(1R,3r,5S,6s)-3-(4-bromo-1-oxoisoindolin-2-yl)-N-(3-methoxy-4-methylphenyl)bicyclo[3.1.0]hexane-6-carboxamide BrC1=C2CN(C(C2=CC=C1)=O)C1C[C@H]2C([C@H]2C1)C(=O)NC1=CC(=C(C=C1)C)OC